2-(5-fluoro-2-pyridinyl)-3-(1H-pyrazolo[3,4-b]pyridin-4-yl)spiro[4,5-dihydropyrrolo[1,2-b]pyrazole-6,1'-cyclopropane] FC=1C=CC(=NC1)C=1C(=C2N(N1)C1(CC1)CC2)C2=C1C(=NC=C2)NN=C1